2-chloro-4-fluoro-6-(trifluoromethyl)-1-((2-(trimethylsilyl)ethoxy)methyl)-1H-benzo[d]imidazole ClC1=NC2=C(N1COCC[Si](C)(C)C)C=C(C=C2F)C(F)(F)F